2-(3-Chloropyridin-4-yl)-N-{3-sulfamoyl-4-[3-(trifluoromethyl)-1H-1,2,4-triazol-1-yl]phenyl}acetamide ClC=1C=NC=CC1CC(=O)NC1=CC(=C(C=C1)N1N=C(N=C1)C(F)(F)F)S(N)(=O)=O